6,8-diphenyl-1,14-tetradecanedicarboxylic acid C1(=CC=CC=C1)C(CCCCCC(=O)O)CC(CCCCCCC(=O)O)C1=CC=CC=C1